ClC1=CC=C(C=C1)C1=C(C(=NN1C1=C(C=C(C=C1)Cl)Cl)C(NC(C(NCCOCCOCCOCCNC(OC(C)(C)C)=O)=O)(CC)CC)=O)C tert-butyl (1-(5-(4-chlorophenyl)-1-(2,4-dichlorophenyl)-4-methyl-1H-pyrazol-3-yl)-3,3-diethyl-1,4-dioxo-8,11,14-trioxa-2,5-diazahexadecan-16-yl)carbamate